ClC=1C=C(C=CC1)C(CCO)NC1=NC=NC2=C(C=C(C=C12)C1=CC=C(C=C1)F)OC 3-(3-Chlorophenyl)-3-[[6-(4-fluorophenyl)-8-methoxy-quinazolin-4-yl]amino]propan-1-ol